2-dimethylaminoethyltrimethoxysilane CN(CC[Si](OC)(OC)OC)C